C(CC)NC(O[C@H]1C[C@H](CC1)C1=CC(=NN1)NC(CC1=CN=C(S1)OC)=O)=O (1R,3S)-3-(3-{[(2-methoxy-1,3-thiazol-5-yl)acetyl]amino}-1H-pyrazol-5-yl)cyclopentyl propylcarbamate